Nω-carboxymethyl-L-arginine C(=O)(O)CNC(NCCC[C@H](N)C(=O)O)=N